N-[4-[Chloro(difluoro)methoxy]phenyl]-1-(1-isopropylpyrazol-4-yl)-6-oxo-pyridine-3-carboxamide ClC(OC1=CC=C(C=C1)NC(=O)C1=CN(C(C=C1)=O)C=1C=NN(C1)C(C)C)(F)F